FC1(C2CN(CC12)C1=CC=C(C(=N1)OC)CN1N=CC(=C1)C(=O)N[C@@H]1CCC=2N(C=NC21)C)F 1-[(6-{6,6-difluoro-3-azabicyclo[3.1.0]hex-3-yl}-2-methoxypyridin-3-yl)methyl]-N-[(4R)-1-methyl-1H,4H,5H,6H-cyclopenta[d]imidazol-4-yl]-1H-pyrazole-4-carboxamide